C(C)(C)(C)N(C(O)=O)C1=CC=C(C=C1)C=1CCC(CC1)N1CCCC1.CC=1C(=NC(N(C1)CC1=CC2=CC=CC=C2C=C1)=O)NCCCCCCCC 5-methyl-1-(naphthalen-2-ylmethyl)-4-(octylamino)pyrimidin-2(1H)-one Tert-butyl-(4'-(pyrrolidin-1-yl)-2',3',4',5'-tetrahydro-[1,1'-biphenyl]-4-yl)carbamate